C(C)(C)(C)OC(=O)N1[C@@H]2[C@@H](NCC1)C[C@@H](OC2)C(=O)N2[C@H](C1=CC=CC=C1CC2)C2=CC=C(C=C2)F (4aR,7R,8aS)-7-((S)-1-(4-fluorophenyl)-1,2,3,4-tetrahydroisoquinoline-2-carbonyl)octahydro-4H-pyrano[3,4-b]pyrazine-4-carboxylic acid tert-butyl ester